(1-(2-(1,1-difluoroethyl)-6-(propylamino)pyrimidin-4-yl)-3-ethyl-1H-pyrrolo[3,2-c]pyridin-6-yl)acetamide FC(C)(F)C1=NC(=CC(=N1)N1C=C(C=2C=NC(=CC21)CC(=O)N)CC)NCCC